(Z)-Methyl 4-(3,5-dimethyl-1H-1,2,4-triazol-1-yl)pent-2-enoate CC1=NN(C(=N1)C)C(\C=C/C(=O)OC)C